[Cl-].C(C1=CC=CC=C1)[N+](CCCCCCCCCCCC)(C)C benzyldimethyldodecyl-ammonium chloride